NC1=CC=C(C=C1)C(CO)NC(OC(C)(C)C)=O tert-butyl (1-(4-aminophenyl)-2-hydroxyethyl)carbamate